N-{[5-chloro-6-(5-methoxy-2-pyrazinyl)-2-indolyl]methyl}-4-pyridazinecarboxamide ClC=1C=C2C=C(NC2=CC1C1=NC=C(N=C1)OC)CNC(=O)C1=CN=NC=C1